2-(3-chloropyridin-2-yl)propanoic acid ClC=1C(=NC=CC1)C(C(=O)O)C